FC=1C=C2CC(OC(C2=CC1)=O)CC(=O)O 2-(6-Fluoro-1-oxoisochroman-3-yl)acetic acid